(6-(4-(2,3-dichloro-6-((2-(trimethylsilyl)ethoxy)methoxy)phenyl)-2-oxopyrrolidin-1-yl)spiro[3.3]hept-2-yl)carbamic acid tert-butyl ester C(C)(C)(C)OC(NC1CC2(C1)CC(C2)N2C(CC(C2)C2=C(C(=CC=C2OCOCC[Si](C)(C)C)Cl)Cl)=O)=O